CC1(CC[C@H](CO1)N)C (R)-6,6-Dimethyl-tetrahydro-pyran-3-ylamine